tert-Butyl-(3S)-3-[(2-chloro-5-ethoxycarbonyl-4-pyridyl)amino]azepane-1-carboxylate C(C)(C)(C)OC(=O)N1C[C@H](CCCC1)NC1=CC(=NC=C1C(=O)OCC)Cl